4-[[2-chloro-6-[4-[4-[(4R)-4-(tert-butoxycarbonylamino)-2-oxo-pyrrolidin-1-yl]phenyl]sulfonylpiperazin-1-yl]-4-pyridinyl]-difluoro-methyl]norbornane-1-carboxylic acid ClC1=NC(=CC(=C1)C(C12CCC(CC1)(C2)C(=O)O)(F)F)N2CCN(CC2)S(=O)(=O)C2=CC=C(C=C2)N2C(C[C@H](C2)NC(=O)OC(C)(C)C)=O